FC(C1=CC=C(C=C1)CC=1C=2N(C=CC1)N=CC2C(=O)O)(F)F 4-[[4-(trifluoromethyl)phenyl]methyl]pyrazolo[1,5-a]pyridine-3-carboxylic acid